FC1=C(C(=C(C=C1N1N=C(C2=CC(=CC=C12)N(C1CCOCC1)C)C(F)(F)F)C(F)(F)F)F)O 2,6-Difluoro-3-(5-(methyl(tetrahydro-2H-pyran-4-yl)amino)-3-(trifluoromethyl)-1H-indazol-1-yl)-5-(trifluoromethyl)phenol